ClC1=CC=C(CN2C[C@@](CC2)([C@@H]2OC(C2)(C)C)CCC=2C=CC(=NC2)S(=O)(=O)C)C=C1 |o1:11| 5-(2-((R)-1-(4-chlorobenzyl)-3-((R or S)-4,4-dimethyloxetan-2-yl)pyrrolidin-3-yl)ethyl)-2-(methylsulfonyl)pyridine